methyl (R)-2-((1-(2-hydroxy-3,7-dimethyl-4-oxo-4H-pyrido[1,2-a]pyrimidin-9-yl)ethyl)amino)benzoate OC=1N=C2N(C(C1C)=O)C=C(C=C2[C@@H](C)NC2=C(C(=O)OC)C=CC=C2)C